C1OC=2C=C(C=CC2O1)CC(C=O)C 3-(3,4-methylenedioxy-phenyl)-2-methylpropan-1-al